OC[C@@H]1[C@H](C1)C(=O)OC(C)(C)C (1S,2S)-tert-butyl 2-(hydroxymethyl)cyclopropanecarboxylate